(-)-10,2-camphorsultam CC1([C@@H]2CC[C@]13CS(=O)(=O)N[C@@H]3C2)C